BrC1=CC=C2C(=N1)N(C=N2)C2=CC=C1CCNC1=C2 5-bromo-3-(indolin-6-yl)-3H-imidazo[4,5-b]pyridine